N[C@H]1[C@@H](CC2=CC=CC(=C12)Cl)N1[C@@H](C(C1)(C)C)C(=O)N(C)C (S)-1-((1R,2R)-1-amino-7-chloro-2,3-dihydro-1H-inden-2-yl)-N,N,3,3-tetramethylazetidine-2-carboxamide